3-((5-(5-(difluoromethyl)-1,3,4-oxadiazole-2-yl)pyridine-2-yl)methyl)-5-fluoro-6-(6-(4-(oxetan-3-yl)piperazine-1-yl)pyridine-3-yl)benzo[d]oxazole-2(3H)-one FC(C1=NN=C(O1)C=1C=CC(=NC1)CN1C(OC2=C1C=C(C(=C2)C=2C=NC(=CC2)N2CCN(CC2)C2COC2)F)=O)F